5-(3-chloro-6-methylpyridazin-4-yl)-N-(2,6-dimethylpyrimidin-4-yl)pyrazolo[1,5-a]pyridin-2-amine ClC=1N=NC(=CC1C1=CC=2N(C=C1)N=C(C2)NC2=NC(=NC(=C2)C)C)C